BrC1=C(C(=O)N\N=C\[C@]2([C@@H](N3C(C[C@H]3S2(=O)=O)=O)C(=O)O)C)C=C(C(=C1)O)O (2S,3R,5R)-3-((E)-(2-(2-bromo-4,5-dihydroxybenzoyl)hydrazono)methyl)-3-methyl-7-oxo-4-thia-1-azabicyclo[3.2.0]heptane-2-carboxylic acid 4,4-dioxide